FC=1C=C(C=CC1N1CCC2(OCCO2)CC1)C1C(NC(CC1)=O)=O 3-(3-fluoro-4-(1,4-dioxa-8-azaspiro[4.5]dec-8-yl)phenyl)piperidine-2,6-dione